(R)-N-(5-((6-(3-(4-fluoro-3-((3-fluorobenzyl)oxy)-phenyl)isoxazolidin-2-yl)pyrimidin-4-yl)amino)-4-methoxy-2-(4-methylpiperazin-1-yl)phenyl)-acrylamide FC1=C(C=C(C=C1)[C@@H]1N(OCC1)C1=CC(=NC=N1)NC=1C(=CC(=C(C1)NC(C=C)=O)N1CCN(CC1)C)OC)OCC1=CC(=CC=C1)F